(S)-2-acetoxyl-propionyl chloride O(C(=O)C)[C@H](C(=O)Cl)C